8-fluoro-2-(6-methyl-6-azaspiro[3.5]nonan-2-yl)-3,4-dihydro-1H-isoquinoline-6-carbohydroxamic acid FC=1C=C(C=C2CCN(CC12)C1CC2(C1)CN(CCC2)C)C(=O)NO